N-(2-(1-(4-(2,6-dioxopiperidin-3-yl)-3-fluorobenzyl)piperidin-4-yl)-5-(2-hydroxypropan-2-yl)benzo[d]thiazol-6-yl)-6-(trifluoromethyl)nicotinamide O=C1NC(CCC1C1=C(C=C(CN2CCC(CC2)C=2SC3=C(N2)C=C(C(=C3)NC(C3=CN=C(C=C3)C(F)(F)F)=O)C(C)(C)O)C=C1)F)=O